(R)-tetrahydrofuran-2-formic acid O1[C@H](CCC1)C(=O)O